C(C)(C)(C)OOOCC1=CC=CC2=CC=CC=C12 (1-naphthylmethyl) t-butyl-peroxy ether